6-((diphenylmethylene)amino)imidazo[1,5-a]pyridine-1-carbonitrile C1(=CC=CC=C1)C(C1=CC=CC=C1)=NC=1C=CC=2N(C1)C=NC2C#N